N-(4-(ethylthio)-1-methyl-3-(7-(trifluoromethyl)imidazo[1,2-c]pyrimidin-2-yl)-1H-pyrazol-5-yl)-2,2,2-trifluoro-N-methylacetamide C(C)SC=1C(=NN(C1N(C(C(F)(F)F)=O)C)C)C=1N=C2N(C=NC(=C2)C(F)(F)F)C1